7-(3-cyanobenzyl)-4-(4-chlorobenzyl)-6,7,8,9-tetrahydroimidazo[1,5-a]pyrido[3,4-e]pyrimidine-5(4H)-one C(#N)C=1C=C(CN2CC=3C(N(C=4N(C3CC2)C=NC4)CC4=CC=C(C=C4)Cl)=O)C=CC1